rac-(1r,5r,6s,z)-3-(4-chloropyridin-2-yl)-N'-hydroxybicyclo[3.1.0]hex-2-ene-6-carboxamidine ClC1=CC(=NC=C1)C1=C[C@@H]2[C@H]([C@@H]2C1)/C(=N/O)/N |r|